(2R)-7-Bromo-4-(4-methoxybenzyl)-2-methyl-2,3,4,5-tetrahydropyrido[2,3-f][1,4]oxazepine BrC=1C=CC2=C(CN(C[C@H](O2)C)CC2=CC=C(C=C2)OC)N1